(S)-2-((6-bromoquinazolin-4-yl)amino)-3-methyl-1-(4-methylpiperazin-1-yl)butan-1-one Tert-butyl-2-(thiazol-5-yl)acetate C(C)(C)(C)OC(CC1=CN=CS1)=O.BrC=1C=C2C(=NC=NC2=CC1)N[C@H](C(=O)N1CCN(CC1)C)C(C)C